N-((4-(2-((tert-butyldimethylsilyl)oxy)ethyl)-2-isopropylpyridin-3-yl)carbamoyl)-2,5,6-trichloronicotinamide [Si](C)(C)(C(C)(C)C)OCCC1=C(C(=NC=C1)C(C)C)NC(=O)NC(C1=C(N=C(C(=C1)Cl)Cl)Cl)=O